methyl (1S,3S)-3-((6-(5-(((butyl(methyl)carbamoyl)oxy)methyl)-1-methyl-1H-1,2,3-triazol-4-yl)-2-cyclopropylpyridin-3-yl)oxy)cyclohexane-1-carboxylate C(CCC)N(C(=O)OCC1=C(N=NN1C)C1=CC=C(C(=N1)C1CC1)O[C@@H]1C[C@H](CCC1)C(=O)OC)C